4-amino-N-(7-(tert-butylsulfonyl)-6,7-dihydro-5H-pyrrolo[2,3-d]pyrimidin-2-yl)-2-(6-azaspiro[2.5]octan-6-yl)benzamide NC1=CC(=C(C(=O)NC=2N=CC3=C(N2)N(CC3)S(=O)(=O)C(C)(C)C)C=C1)N1CCC3(CC3)CC1